n-acetyl-n-cysteine CC(=O)NC(CS)C(=O)O